(3S)-N-[4-(3-cyanophenyl)-5-(2,6-dimethyl-4-pyridinyl)thiazol-2-yl]-3-hydroxy-pyrrolidine-1-carboxamide C(#N)C=1C=C(C=CC1)C=1N=C(SC1C1=CC(=NC(=C1)C)C)NC(=O)N1C[C@H](CC1)O